ethyl 1-((2-ethyl-6-methyl-3-oxo-3,4-dihydro-2H-benzo[b][1,4]oxazin-7-yl)sulfonyl)piperidine-3-carboxylate C(C)C1C(NC2=C(O1)C=C(C(=C2)C)S(=O)(=O)N2CC(CCC2)C(=O)OCC)=O